C(=O)(O)[C@](CO)(C)NCC1=C(OCCN2CCC(CC2)(C(=O)O)O)C=C(C(=C1)Cl)OCC1=C(C(=CC=C1)C1=CC2=C(OCCO2)C=C1)C (R)-1-(2-(2-(((2-Carboxy-1-hydroxypropan-2-yl)amino)methyl)-4-chloro-5-((3-(2,3-dihydrobenzo[b][1,4]dioxin-6-yl)-2-methylbenzyl)oxy)phenoxy)ethyl)-4-hydroxypiperidine-4-carboxylic acid